C1(=CC=CC=C1)OC(OC1=CC=CC=C1)=O DIPHENYLCARBONAT